2-Amino-N-{1-[8-chloro-5-(5-cyano-pyridin-3-yl)imidazo[1,5-a]pyridin-6-yl]ethyl}pyrazolo[1,5-a]pyrimidine-3-carboxamide trifluoroacetate salt FC(C(=O)O)(F)F.NC1=NN2C(N=CC=C2)=C1C(=O)NC(C)C=1C=C(C=2N(C1C=1C=NC=C(C1)C#N)C=NC2)Cl